Racemic-1-(2-(2-aminoethoxy)-2-methylpropyl)-7-benzyl-2-(pentan-2-yl)-1H-imidazo[4,5-C]quinolin-4-amine NCCOC(CN1C(=NC=2C(=NC=3C=C(C=CC3C21)CC2=CC=CC=C2)N)[C@H](C)CCC)(C)C |r|